FC1=C(CN2C(N(C(C3=C2SC(=C3CN(C)C)C3=CC=C(C=C3)NC(=O)NOC)=O)C3=NNC(C=C3)=O)=O)C(=CC=C1)F 1-{4-[1-(2,6-difluorobenzyl)-5-dimethylaminomethyl-2,4-dioxo-3-(6-oxo-1,6-dihydropyridazin-3-yl)-1,2,3,4-tetrahydrothieno[2,3-d]pyrimidin-6-yl]phenyl}-3-methoxyurea